OC1=C(C(=NC(=C1)OCC1OCCCC1)CCC1=CC=C(C=C1)CCC)C1=CC=C(C(=O)O)C=C1 4-(4-Hydroxy-2-(4-propylphenethyl)-6-((tetrahydro-2H-pyran-2-yl)methoxy)pyridin-3-yl)benzoic acid